ClC=1C(=NC(=NC1)NC=1C(=NN(C1)C)OC)C1=CNC2=C(C=CC=C12)NC(=O)[C@H]1NCCC1 (S)-N-(3-(5-chloro-2-((3-methoxy-1-methyl-1H-pyrazol-4-yl)amino)pyrimidin-4-yl)-1H-indol-7-yl)pyrrolidine-2-carboxamide